10-chloro-7-methoxy-6-[3-(pyrrolidin-1-yl)propoxy]-3-azatetracyclo[10.3.1.02,11.04,9]hexadeca-2,4,6,8,10-pentaene ClC=1C2=CC(=C(C=C2N=C2C3CCCC(C12)C3)OCCCN3CCCC3)OC